N-(2-hydroxy-3-(piperidin-1-yl)propoxy)-4-(pyridin-2-yl)piperidin OC(CON1CCC(CC1)C1=NC=CC=C1)CN1CCCCC1